C(=O)C1CCC(CC1)C=1SC2=C(N1)C=C(C(=C2)N2C(N=CC=C2C(=O)N)C)OC 3-N-[2-(4-formylcyclohexyl)-5-methoxy-1,3-benzothiazol-6-yl]-2-methyl-pyrimidine-4-carboxamide